FC12CC3(CC(CC(C1)(C3)F)C2)C(=O)O 3,5-difluoroadamantane-1-carboxylic acid